4-[2-Cyclopropyl-6-(4-fluoro-6-{[(2R)-2-(methoxymethyl)azetidin-1-yl]methyl}-1-oxo-3H-isoindol-2-yl)pyridin-4-yl]-3-(4-methyl-1,2,4-triazol-3-yl)benzonitrile C1(CC1)C1=NC(=CC(=C1)C1=C(C=C(C#N)C=C1)C1=NN=CN1C)N1C(C2=CC(=CC(=C2C1)F)CN1[C@H](CC1)COC)=O